(biphenyl-4-yl)-{4-(naphthalene-2-yl)phenyl}-(6-phenyl-1,1':4',1''-terphenyl-3-yl)amine C1(=CC=C(C=C1)N(C=1C=C(C(=CC1)C1=CC=CC=C1)C1=CC=C(C=C1)C1=CC=CC=C1)C1=CC=C(C=C1)C1=CC2=CC=CC=C2C=C1)C1=CC=CC=C1